FC1=C(C=CC=C1)C=1C=CC(=NC1)N[C@@H]1C[C@H](CC1)NC1=NC=2C(=NC=CC2)N1 (1S,3S)-N1-(5-(2-Fluorophenyl)pyridin-2-yl)-N3-(3H-imidazo[4,5-b]pyridin-2-yl)cyclopentane-1,3-diamine